2,4,6-trichlorophenyl malonate C(CC(=O)[O-])(=O)OC1=C(C=C(C=C1Cl)Cl)Cl